nonadecyl-[1,1'-biphenyl]-4-carbaldehyde C(CCCCCCCCCCCCCCCCCC)C1=C(C=CC(=C1)C=O)C1=CC=CC=C1